N-(5-((4-((R)-N,S-dimethylsulfonimidoyl)benzyl)oxy)-1,3,4-thiadiazol-2-yl)-4-(2-fluoro-6-methoxyphenyl)-6-methylnicotinamide CN=[S@@](=O)(C)C1=CC=C(COC2=NN=C(S2)NC(C2=CN=C(C=C2C2=C(C=CC=C2OC)F)C)=O)C=C1